N-((2,4,6-trimethoxypyrimidine-5-carbonyl)oxy)acetamidine COC1=NC(=C(C(=N1)OC)C(=O)ONC(C)=N)OC